N-(5-Chloro-1H-pyrrolo[3,2-b]pyridin-3-yl)-5-[3-(dimethylamino)prop-1-yn-1-yl]-1H-benzo[d]Imidazol-2-amine ClC1=CC=C2C(=N1)C(=CN2)NC2=NC1=C(N2)C=CC(=C1)C#CCN(C)C